CC(CN1C(C=CC2=C1N=C(N=C2)N[C@@H](C)C2=CC=C(C=C2)CN2CCOCC2)=O)(C)C 8-(2,2-Dimethylpropyl)-2-({(1S)-1-[4-(morpholin-4-ylmethyl)phenyl]ethyl}amino)pyrido[2,3-d]pyrimidin-7(8H)-on